(cis-3-(2-chloro-4-(trifluoromethyl)phenoxy)cyclobutyl)methanol ClC1=C(O[C@H]2C[C@H](C2)CO)C=CC(=C1)C(F)(F)F